OC1=CC(N(C=2N=C(N=CC21)SC)C2CCC(CC2)CO[Si](C)(C)C(C)(C)C)=O 5-hydroxy-2-(methylsulfanyl)-8-[(1s,4s)-4-{[(tert-butyldimethylsilyl)oxy]methyl}cyclohexyl]pyrido[2,3-d]pyrimidin-7-one